2'-bromo-5'-chloro-3'-fluoro-4-hydroxy-6-methyl-2H-[1,4'-bipyridin]-2-one BrC1=NC=C(C(=C1F)N1C(C=C(C=C1C)O)=O)Cl